2-(2'-hydroxy-3'-tert-butyl-5'-hexylphenyl)benzotriazole OC1=C(C=C(C=C1C(C)(C)C)CCCCCC)N1N=C2C(=N1)C=CC=C2